O1CCN(CC1)CCCN 3-morpholino-propan-1-amine